4-((R)-2-azidobut-2-yl)-6-chloro-1-(cis-3-((methylsulfonyl)methyl)cyclobutoxy)-2,7-naphthyridine N(=[N+]=[N-])[C@](C)(CC)C1=CN=C(C2=CN=C(C=C12)Cl)O[C@@H]1C[C@@H](C1)CS(=O)(=O)C